5'-((5S)-1-(4-amino-1,3-dihydrofurano[3,4-c][1,7]naphthyridine-8-carbonyl)-5-methylpiperidin-2-yl)spiro[cyclopropane-1,3'-indolin]-2'-one NC1=NC=2C=NC(=CC2C2=C1COC2)C(=O)N2C(CC[C@@H](C2)C)C=2C=C1C3(C(NC1=CC2)=O)CC3